C(#C)C1=C2C(=CC(=CC2=CC=C1F)C(C)(C)O)C1=C(C=2N=C(N=C(C2C=N1)N(C[C@@H]1NCCCC1)C)N1CC2CCC(C1)N2C)F 2-(5-ethynyl-6-fluoro-4-(8-fluoro-4-(methyl(((R)-piperidin-2-yl)methyl)amino)-2-(8-methyl-3,8-diazabicyclo[3.2.1]octan-3-yl)pyrido[4,3-d]pyrimidin-7-yl)naphthalen-2-yl)propan-2-ol